2-methyl-4H,6H-pyrazolo[4,3-d]pyrimidine-5,7-dione CN1N=C2C(NC(NC2=O)=O)=C1